bis(2-methylphenyl)phenyl-phosphorus oxide CC1=C(C=CC=C1)P(C1=CC=CC=C1)(C1=C(C=CC=C1)C)=O